FC(C(OC(C(OC(C(OC(C(O)(F)F)(F)F)(F)F)(F)F)(F)F)(F)F)(F)F)(O)F perfluoro-3,6,9-trioxaundecane-1,11-diol